2-n-butyl malonate C(CC(=O)[O-])(=O)OC(C)CC